(2R)-(3-(4-(aminomethyl)-1-oxoisoindolin-2-yl)-2,6-dioxopiperidin-1-yl)methyl 2-(((benzyloxy)carbonyl)amino)-3-methylbutanoate C(C1=CC=CC=C1)OC(=O)N[C@@H](C(=O)OCN1C(C(CCC1=O)N1C(C2=CC=CC(=C2C1)CN)=O)=O)C(C)C